(1-(2-hydroxyethyl)-1H-pyrrolo[2,3-b]pyridin-5-yl)carbamic acid tert-butyl ester C(C)(C)(C)OC(NC=1C=C2C(=NC1)N(C=C2)CCO)=O